C(CC(CCCC=1OCCN1)C=1OCCN1)C=1OCCN1 2,2',2''-(Hexan-1,3,6-triyl)tris(4,5-dihydro-oxazol)